2-Ethyl Hexyl Acetate CCCCC(CC)COC(=O)C